4-(3-((2-(trimethylsilyl)ethoxy)methyl)-3H-imidazo[4,5-b]pyridin-5-yl)morpholine C[Si](CCOCN1C=NC=2C1=NC(=CC2)N2CCOCC2)(C)C